C(CC)(=O)C1=C(SC=C1)C(=O)O 3-Propanoylthiophene-2-carboxylic acid